[C@@H]12N(C[C@@H](NC1)CC2)C2=NC(=NC1=C(C(=CC=C21)C2=CC(=CC1=CC=CC(=C21)Cl)O)C)OC[C@]21CCCN1C[C@@H](C2)F 4-(4-((1S,4S)-2,5-diazabicyclo[2.2.2]octan-2-yl)-2-(((2R,7aS)-2-fluorotetrahydro-1H-pyrrolizin-7a(5H)-yl)methoxy)-8-methylquinazolin-7-yl)-5-chloronaphthalen-2-ol